tert-butyl 2-[[7-benzyloxy-4-(4-fluorophenyl)-3-isopropyl-1-isoquinolyl]oxy]-6-azaspiro[3.4]octane-6-carboxylate C(C1=CC=CC=C1)OC1=CC=C2C(=C(N=C(C2=C1)OC1CC2(C1)CN(CC2)C(=O)OC(C)(C)C)C(C)C)C2=CC=C(C=C2)F